OC(C(=O)C1=CC=C(C=C1)OCCO)(C)C 2-hydroxy-1-(4-(2-hydroxyethoxy)phenyl)-2-methyl-1-propanone